6,12-dibromo-9-oxa-2,4-diazatricyclo[8.4.0.0^{3,8}]tetradeca-1(10),3(8),4,6,11,13-hexaene BrC=1C=NC=2NC=3C=CC(=CC3OC2C1)Br